(Z)-11-eicosenyl acetate C(C)(=O)OCCCCCCCCCC\C=C/CCCCCCCC